ClC1=CC=C(C(=N1)C(=O)NS(=O)(=O)C)N[C@H](C)C=1C=C(C=C2C(N(C(=NC12)N1CCC(CC1)C1=C(C=NN1C(F)F)F)C)=O)C (R)-6-chloro-3-((1-(2-(4-(1-(difluoromethyl)-4-fluoro-1H-pyrazol-5-yl)piperidin-1-yl)-3,6-dimethyl-4-oxo-3,4-dihydroquinazolin-8-yl)ethyl)amino)-N-(methylsulfonyl)picolinamide